C(C)(C)(C)OC(=O)C1N(C[C@@H]1C)C(=O)OCC1=CC=CC=C1 (3S)-3-Methylazetidine-1,2-dicarboxylic acid 1-benzyl ester 2-(tert-butyl) ester